ClC=1C=2C(N=C3N(C2C=CC1)C1=CC(=CC=C1C3(C)C)N3CCN(CC3)CC=3N=CC(=NC3)N3CCN(CC3)C3=CC(=C(C(=C3)F)C3C(NC(CC3)=O)=O)F)=O 3-(4-(4-(5-((4-(4-chloro-7,7-dimethyl-5-oxo-5,7-dihydroindolo[1,2-a]quinazolin-10-yl)piperazin-1-yl)methyl)pyrazin-2-yl)piperazin-1-yl)-2,6-difluorophenyl)piperidine-2,6-dione